7-fluoro-5-((2'-(5-difluoromethoxyisoindolin-2-yl)-[2,4'-bipyrimidinyl]-4-yl)ethynyl)-1H-indazole FC=1C=C(C=C2C=NNC12)C#CC1=NC(=NC=C1)C1=NC(=NC=C1)N1CC2=CC=C(C=C2C1)OC(F)F